BrC1=C(C(=C(C(=C1Br)CN=C=O)Br)Br)CN=C=O 2,3,5,6-tetrabromo-para-xylylene diisocyanate